BrC1=C2C=NN(C2=CC=C1)CCO 2-(4-bromo-1H-indazol-1-yl)ethan-1-ol